N(C1=CC=CC=C1)C=1N(C(C2=C(N1)C=CC(=N2)Cl)=O)C2=CC=CC=C2 2-anilino-6-chloro-3-phenylpyrido[3,2-d]pyrimidin-4(3H)-one